1-butyl ether C(CCC)OCCCC